2,3,6-trichlorobenzoin ClC1=C(C(=CC=C1Cl)Cl)C(=O)C(O)C1=CC=CC=C1